2-(4-(5-chloro-2-(1H-tetrazol-1-yl)phenyl)-5-methoxy-2-oxopyridin-1(2H)-yl)-2-fluoroacetic acid ethyl ester C(C)OC(C(F)N1C(C=C(C(=C1)OC)C1=C(C=CC(=C1)Cl)N1N=NN=C1)=O)=O